3-phenylpropylamine oxalate C(C(=O)O)(=O)O.C1(=CC=CC=C1)CCCN